FC1C(C(F)(F)F)O1 Z-1,3,3,3-tetrafluoropropylene oxide